Cl.N[C@@H](C)C=1C=C(C#N)C=CC1 3-[(1S)-1-aminoethyl]Benzonitrile hydrochloride